CN(C1(CCC2(CN(C(N2)=O)C2CCNCC2)CC1)C1=CC=CC=C1)C (CIS)-8-(dimethylamino)-8-phenyl-3-(piperidin-4-yl)-1,3-diazaspiro[4.5]decan-2-one